6-Bromo-N-(3-chloro-2-fluorophenyl)-7-fluoropyrido[3,2-d]pyrimidin-4-amine BrC=1C(=CC=2N=CN=C(C2N1)NC1=C(C(=CC=C1)Cl)F)F